(2S,4R)-1-(2-methylbenzofuro[3,2-d]pyrimidin-4-yl)-4-(2-oxo-2-(phenylamino)ethyl)pyrrolidine-2-carboxylic acid CC=1N=C(C2=C(N1)C1=C(O2)C=CC=C1)N1[C@@H](C[C@@H](C1)CC(NC1=CC=CC=C1)=O)C(=O)O